CC1=NN(C=C1C(F)(F)F)[C@@H]1C[C@H](C1)N (trans)-3-(3-methyl-4-(trifluoromethyl)-1H-pyrazol-1-yl)cyclobutan-1-amine